C(C)(CC)C1C(NC2=C(CN1C(=O)NCCN1CC(CC1)O)C=CC=C2)=O 3-(sec-butyl)-N-(2-(3-hydroxypyrrolidin-1-yl)ethyl)-2-oxo-1,2,3,5-tetrahydro-4H-benzo[1,4]diazepine-4-carboxamide